OC1=CC=C(C=2C(C3=CC=CC=C3C(C12)=O)=O)NC1=CC=C(C=C1)C 1-Hydroxy-4-(4-methylanilino)anthracen-9,10-dion